(pyridin-2-yl-dithio)-1,2,3,4-tetrahydronaphthalen-2-ol N1=C(C=CC=C1)SSC1C(CCC2=CC=CC=C12)O